FC1=C(C(=CC=C1)NC)NC(OC(C)(C)C)=O tert-butyl (2-fluoro-6-(methylamino)phenyl)carbamate